4-[(E)-2-[(1R,4aS,5R,6R,8aR)-6-hydroxy-5-(hydroxymethyl)-5,8a-dimethyl-2-methylidene-3,4,4a,6,7,8-hexahydro-1H-naphthalen-1-yl]ethenyl]-2H-furan-5-one O[C@H]1[C@@]([C@H]2CCC([C@H]([C@@]2(CC1)C)/C=C/C1=CCOC1=O)=C)(C)CO